C(C1=CC=CC=C1)OC1=C(C(=NC=C1F)I)F 4-(benzyloxy)-3,5-difluoro-2-iodopyridine